4-Pyrroline N1CCC=C1